(6R)-17-Amino-12-(3,3-difluorocyclobutyl)-6-hydroxy-6,15-bis(trifluoromethyl)-19-oxa-3,4,12,18-tetrazatricyclo[12.3.1.12,5]nonadeca-1(18),2,4,14,16-pentaen-13-one NC1=CC(=C2C(N(CCCCC[C@@](C3=NN=C(C1=N2)O3)(C(F)(F)F)O)C3CC(C3)(F)F)=O)C(F)(F)F